5-methoxy-N-methyl-4-(4,4,5,5-tetramethyl-1,3,2-dioxaborolan-2-yl)picolinamide COC=1C(=CC(=NC1)C(=O)NC)B1OC(C(O1)(C)C)(C)C